4-Methyl-cyclohexan CC1CCCCC1